C(C)(C)N(CCC)CC1=C(C(=CC(=C1)[N+](=O)[O-])Cl)O 2-((Isopropyl-(propyl)amino)methyl)-6-chloro-4-nitrophenol